3-benzylideneisobenzofuran-1(3H)-one C(C1=CC=CC=C1)=C1OC(C2=CC=CC=C12)=O